[4-(trimethylsilyl)phenyl]piperazine C[Si](C1=CC=C(C=C1)N1CCNCC1)(C)C